ClC=1C(=C2C=NNC2=C(C1F)[C@H](C)NC(C(F)(F)F)=O)C=1N=CC=2N(C1)C=C(N2)NC(=O)[C@H]2[C@H](C2)F (1S,2S)-N-(6-(5-chloro-6-fluoro-7-((S)-1-(2,2,2-trifluoroacetamido)ethyl)-1H-indazol-4-yl)imidazo[1,2-a]pyrazin-2-yl)-2-fluorocyclopropane-1-carboxamide